C(C(=C)C)(=O)OCCC[Si](Cl)(C)C methacryloyloxypropyldimethylchloro-silane